ClC=1C(=CC(=C(C(=O)O)C1)F)COC1=NC(=CC=C1)F 5-chloro-2-fluoro-4-(((6-fluoropyridin-2-yl)oxy)methyl)benzoic acid